4-[(1R)-1-hydroxyethyl]benzonitrile O[C@H](C)C1=CC=C(C#N)C=C1